4-(N-(5-(3,4-dichlorophenoxy)-1H-indole-2-carbonyl)sulfamoyl)benzoic acid ethyl ester C(C)OC(C1=CC=C(C=C1)S(NC(=O)C=1NC2=CC=C(C=C2C1)OC1=CC(=C(C=C1)Cl)Cl)(=O)=O)=O